2,6-bis-(2,3,4-trihydroxybenzyl)-3,5-dimethyl-phenol OC1=C(CC2=C(C(=C(C=C2C)C)CC2=C(C(=C(C=C2)O)O)O)O)C=CC(=C1O)O